1-[3-acetyl-6-[5-fluoro-6-[[(3s,4r)-4-fluoropyrrolidin-3-yl]amino]benzimidazol-1-yl]-2-pyridinyl]-5-methyl-pyrazole-3-carbonitrile C(C)(=O)C=1C(=NC(=CC1)N1C=NC2=C1C=C(C(=C2)F)N[C@H]2CNC[C@H]2F)N2N=C(C=C2C)C#N